tert-butyl (1-(methoxy(methyl)amino)-1-oxo-3-phenylpropan-2-yl)carbamate CON(C(C(CC1=CC=CC=C1)NC(OC(C)(C)C)=O)=O)C